N-(4-(4-(2-(4,4-difluoropiperidin-1-yl)-2-oxoethyl)phenyl)-1H-pyrrolo[2,3-b]pyridin-6-yl)cyclopropylcarboxamide FC1(CCN(CC1)C(CC1=CC=C(C=C1)C1=C2C(=NC(=C1)NC(=O)C1CC1)NC=C2)=O)F